Dihydro-orotate C(C1CC(=O)NC(=O)N1)(=O)[O-]